ClC1=CC(=C(C=C1)N1CCC2(CC1)C=1C=CC(=NC1C(NC2)=O)C=2C(=NC=CC2)OCC)C(F)(F)F 1'-[4-chloro-2-(trifluoromethyl)phenyl]-2-(2-ethoxypyridin-3-yl)spiro[6,7-dihydro-1,7-naphthyridine-5,4'-piperidine]-8-one